COC(=O)C=1CCC=2C=C(N=CC2C1O)Cl 3-chloro-8-hydroxy-5,6-dihydroisoquinoline-7-carboxylic acid methyl ester